N1-(2-(dimethylamino)ethyl)-2-fluoro-N1-methyl-N4-(4-(3-nitrophenoxy)-7H-pyrrolo[2,3-d]pyrimidin-2-yl)benzene-1,4-diamine CN(CCN(C1=C(C=C(C=C1)NC=1N=C(C2=C(N1)NC=C2)OC2=CC(=CC=C2)[N+](=O)[O-])F)C)C